COC1=CC=C(C=C1)[S+](C1=CC=C(C=C1)SC1=CC=C(C=C1)[S+](C1=CC=C(C=C1)OC)C1=CC=C(C=C1)OC)C1=CC=C(C=C1)OC bis{4-[bis(4-methoxyphenyl)sulfonio]phenyl} sulfide